CNCC=1OC(=NN1)C1CCCCC1 methyl-1-(5-cyclohexyl-1,3,4-oxadiazol-2-yl)methylamine